Cl.N1(C=NC=C1)C1=C2CCO[C@@H](C2=CC=C1)CNC (S)-1-(5-(1H-Imidazol-1-yl)isochroman-1-yl)-N-methylmethanamine hydrochloride salt